N-ethyl-N-hydroxyethyl-aniline C(C)N(C1=CC=CC=C1)CCO